C(C=C)(=O)OC(CSC=1SC2=C(N1)C=CC=C2)CSC=2SC1=C(N2)C=CC=C1 1,3-bis(benzo[d]thiazol-2-ylthio)propan-2-yl acrylate